Ethyl (7S,14R)-11-chloro-1-(difluoromethoxy)-6,7-dihydro-14H-7,14-methanobenzimidazo[2,1-d][1,5]benzothiazocine-6-carboxylate 5,5-dioxide ClC=1C=CC2=C(C1)N1C([C@H]3C(S(C4=C([C@H]1C3)C(=CC=C4)OC(F)F)(=O)=O)C(=O)OCC)=N2